OCCS(=O)(=O)CC(CCC[C@](C(=O)NNC)(C)C=1C=C(C=CC1)C[C@H](C(=O)OC)C)(C)C Methyl (R)-3-(3-((R)-7-((2-hydroxyethyl)sulfonyl)-2,6,6-trimethyl-1-(2-methylhydrazineyl)-1-oxoheptan-2-yl)phenyl)-2-methylpropanoate